N-[(3S)-9-fluoro-2-oxo-5-phenyl-1,3-dihydro-1,4-benzodiazepine-3-Yl]-2-(2-fluorophenyl)-5-pyrrolidin-1-ylpyrazolo[1,5-a]pyrimidine-3-carboxamide FC1=CC=CC=2C(=N[C@@H](C(NC21)=O)NC(=O)C=2C(=NN1C2N=C(C=C1)N1CCCC1)C1=C(C=CC=C1)F)C1=CC=CC=C1